oleic acid N-methyl amide CNC(CCCCCCC\C=C/CCCCCCCC)=O